2,5-di-hydroxybenzoic acid OC1=C(C(=O)O)C=C(C=C1)O